FC(COC1=CC=C(OC=2C=C(C=C3C=NN(C23)C)C(=O)OC)C=C1)(CO)F methyl 7-[4-(2,2-difluoro-3-hydroxy-propoxy)phenoxy]-1-methyl-indazole-5-carboxylate